C(C)(C)(C)N1C[C@@H](N([C@@H](C1)C=C)C(C)(C)C1=CC=CC=C1)C=C tert-butyl-(3S,5R)-4-(2-phenylpropan-2-yl)-3,5-divinylpiperazine